CC1(NCC2(C1)CC(C(CC2)=O)(C)C)C 3,3,7,7-tetramethyl-2-azaspiro[4.5]decan-8-one